7-(4-Chlorobenzyl)-8-(3-fluorophenoxy)-1-(3-hydroxypropyl)-3-methyl-1H-purine-2,6(3H,7H)-dione ClC1=CC=C(CN2C(=NC=3N(C(N(C(C23)=O)CCCO)=O)C)OC2=CC(=CC=C2)F)C=C1